(Z)-4-{4-[(2,4-dioxathiazolidine-5-ylidene)methyl]phenoxy}-N-[3-fluoro-4-(trifluoromethoxy)phenyl]piperidine-1-carboxamide Caesium [Cs].S\1ONO/C1=C/C1=CC=C(OC2CCN(CC2)C(=O)NC2=CC(=C(C=C2)OC(F)(F)F)F)C=C1